C(C)(C)(C)OC(=O)N1CCC(CC1)N1C(NC2=C1C=CC=C2N(C)C)=O 4-[4-(dimethylamino)-2-oxo-2,3-dihydro-1H-1,3-benzodiazol-1-yl]piperidine-1-carboxylic acid tert-butyl ester